2-Aminopropandiol NC(C(O)O)C